C(C)(C)C1=NC(=NC=C1C1=CC=C(C=C1)N1C(CCC1)=O)NC1=CC2=C(OC[C@H]3N2C(CC3)=O)N=C1 (S)-2-((4-isopropyl-5-(4-(2-oxopyrrolidin-1-yl)phenyl)pyrimidin-2-yl)amino)-6,6a,7,8-tetrahydro-9H-pyrido[2,3-b]pyrrolo[1,2-d][1,4]oxazin-9-one